ethyl 2-fluoro-2-(8-quinolyl)acetate FC(C(=O)OCC)C=1C=CC=C2C=CC=NC12